C(C)(C)(C)OC(=O)N1CC(C1)C1=C(C=CC(=C1)[N+](=O)[O-])C.ClC=1C=C(C=CC1)S(=O)(=O)NC=1C=C2C(N(C(C2=CC1)=O)C1C(NC(CC1)=O)=O)=O 3-chloro-N-(2-(2,6-dioxopiperidin-3-yl)-1,3-dioxoisoindolin-5-yl)benzenesulfonamide tert-butyl-3-(2-methyl-5-nitrophenyl)azetidine-1-carboxylate